C(C)(=O)N1CC[C@@H]2N(C([C@H](C1)NC(=O)C1=CC3=C(S1)C=CC(=C3)C(F)(F)P(O)(O)=O)=O)[C@@H](CC2)C(NC2=CC3=CC=CC=C3C=C2)=O ((2-(((5S,8S,10aR)-3-acetyl-8-(naphthalen-2-ylcarbamoyl)-6-oxodeca-hydropyrrolo[1,2-a][1,5]diazocin-5-yl)carbamoyl)benzo[b]thiophen-5-yl)difluoromethyl)phosphonic acid